COC1=C(C=CC(=C1)C2=CC(=C(C=C2)N3N=C(N=[N+]3C4=CC=CC=C4)C5=CC=CC=C5)OC)N6N=C(N=[N+]6C7=CC=CC=C7)C8=CC=CC=C8.[Cl-].[Cl-] The molecule is an organic chloride salt having tetrazolium blue(1+) as the counterion. It has a role as a dye. It contains a tetrazolium blue(2+).